[Na].FC(S(=O)(=O)NS(=O)(=O)C(F)(F)F)(F)F bis(trifluoromethylsulfonyl)amine sodium salt